BrC1=C2C=C(N=C(C2=CC=C1)Cl)C 5-bromo-1-chloro-3-methylisoquinoline